C(C(C)C)OC(C1=CC=CC=C1)=O Benzoic acid isobutyl ester